(E)-3-(2-fluoro-5-hydroxy-4-(6-(methyl(2,2,6,6-tetramethylpiperidin-4-yl)amino)pyridazin-3-yl)phenyl)-N-methylacrylamide FC1=C(C=C(C(=C1)C=1N=NC(=CC1)N(C1CC(NC(C1)(C)C)(C)C)C)O)/C=C/C(=O)NC